methyl (S)-3,3-dimethyl-2-(4-(trifluoromethyl)-1H-1,2,3-triazol-1-yl)butanoate CC([C@@H](C(=O)OC)N1N=NC(=C1)C(F)(F)F)(C)C